4-(3-amino-5-hydroxypiperidin-1-yl)-2-((1-((dimethylamino)methyl)cyclopropyl)methoxy)-5,7-dihydro-6H-pyrrolo[3,4-d]pyrimidin NC1CN(CC(C1)O)C=1C2=C(N=C(N1)OCC1(CC1)CN(C)C)CNC2